FC(C1=CNC2=C(C=CC(=C12)C)C1=C(C=CC=C1)S(=O)(=O)N)F (3-(difluoromethyl)-4-methyl-1H-indol-7-yl)benzenesulfonamide